3,5-dimercapto-[1,2,4]-thiadiazole SC1=NSC(=N1)S